C1(CC1)C=1C=C(C(=NC1)C(=O)N([C@@H]1CNC[C@@H](C1)C(=O)N1CCOCC1)CC(C)C)NC1CC1 5-cyclopropyl-3-(cyclopropylamino)-N-isobutyl-N-((3s,5r)-5-(morpholine-4-carbonyl)piperidin-3-yl)pyridinecarboxamide